(E)-1-Methoxy-4-(2-(4-methoxyphenyl-sulfanyl)-2-phenyl-vinyl)sulfobenzene COC1=C(C=C(C=C1)\C=C(/C1=CC=CC=C1)\SC1=CC=C(C=C1)OC)S(=O)(=O)O